1-[6-(6-methyl-pyridin-2-yl)-5-quinoxalin-6-yl-2,3-dihydro-imidazo[1,2-a]imidazol-1-yl]-ethanone CC1=CC=CC(=N1)C=1N=C2N(CCN2C(C)=O)C1C=1C=C2N=CC=NC2=CC1